1-(2-hydroxyethyl)-3-methylimidazole bis(trifluoromethylsulfonyl)imide salt [N-](S(=O)(=O)C(F)(F)F)S(=O)(=O)C(F)(F)F.OCCN1CN(C=C1)C